7-[(4-methoxyphenyl)methyl]-6,7-dihydro-1H-purin-6-one COC1=CC=C(C=C1)CN1C=NC=2N=CNC(C12)=O